CO[C@H]1CN2C(OC1)=C(C=N2)S(=O)(NC(NC2=C1C(CCC1=CC=1CCCC21)C)=O)=N (6S)-6-methoxy-N-((3-methyl-1,2,3,5,6,7-hexahydro-s-indacen-4-yl)carbamoyl)-6,7-dihydro-5H-pyrazolo[5,1-b][1,3]oxazine-3-sulfonimidamide